1,6-dihydro-4H-1,2-oxazin O1N=CCCC1